C(C=C)(=O)N1C(C(OCC1)C)C1=CC(=NC(=C1)Cl)C1=CC(=NC=N1)C(=O)NC 6-(4-(4-acryloyl-2-methylmorpholin-3-yl)-6-chloropyridin-2-yl)-N-methylpyrimidine-4-carboxamide